(10S)-5-butyl-4-(3-fluorophenoxy)-8-(3-hydroxypropyl)-1,3,5,8-tetraazatricyclo[8.3.0.0[2,6]]tridec-2(6),3-diene-7,9-dione C(CCC)N1C(=NC=2N3CCC[C@H]3C(N(C(C12)=O)CCCO)=O)OC1=CC(=CC=C1)F